BrC=1SC(=C2C1N=C(N(C2=O)C)N2CCCCC2)C 7-Bromo-3,5-dimethyl-2-(piperidin-1-yl)thieno[3,4-d]pyrimidin-4(3H)-one